methyl 5-{5-bromo-3-[(3,5-difluorophenyl)methoxy]pyridin-2-yl}-1-methylpyrrole-3-carboxylate BrC=1C=C(C(=NC1)C1=CC(=CN1C)C(=O)OC)OCC1=CC(=CC(=C1)F)F